C(C=C)(=O)OC(CCCCCCC)(C(=O)O)C(=O)O acryloyloxyoctane-1,1-dicarboxylic acid